2-(1-(trifluoromethyl)cyclopropyl)acetamide FC(C1(CC1)CC(=O)N)(F)F